methyl 6-(2-(2-(6-(4-((3-(1-methyl-4-(5-(pyridin-4-yl)-4H-1,2,4-triazol-3-yl)piperidin-4-ylamino)benzamido)methyl)phenoxy)hexyloxy)ethoxy)ethoxy)hexanoate CN1CCC(CC1)(C1=NN=C(N1)C1=CC=NC=C1)NC=1C=C(C(=O)NCC2=CC=C(OCCCCCCOCCOCCOCCCCCC(=O)OC)C=C2)C=CC1